3-[[4-Methyl-6-oxo-5-(trifluoromethyl)-1H-pyridazin-3-yl]methoxy]propionic acid methyl ester COC(CCOCC1=NNC(C(=C1C)C(F)(F)F)=O)=O